ClC1=CC2=C(N(C(O2)=O)C)C=C1C1=CN=CC=2[C@@H](CCCC12)NC(CC)=O (R)-N-(4-(6-chloro-3-methyl-2-oxo-2,3-dihydrobenzo[d]oxazol-5-yl)-5,6,7,8-tetrahydroisoquinolin-8-yl)propanamide